ClC1=CC=C2C(=CN(C2=C1)C1=CC=CC=C1)/C=C(/C(=O)OCC)\C#N Ethyl (E)-3-(6-chloro-1-phenyl-1H-indol-3-yl)-2-cyanoacrylate